CC1=C(C=2N(C=C1C1=C(C=3N=C(SC3N1C(=O)OC(C)(C)C)C(=O)OC)C(=C)C)N=CN2)C 4-(tert-butyl) 2-methyl 5-(7,8-dimethyl-[1,2,4]triazolo[1,5-a]pyridin-6-yl)-6-(prop-1-en-2-yl)-4H-pyrrolo[3,2-d]thiazole-2,4-dicarboxylate